ClC1=CC(=NC(=N1)C(F)(F)F)N(CC1CNCCS1)C 6-chloro-N-methyl-N-(thiomorpholin-2-ylmethyl)-2-(trifluoromethyl)pyrimidin-4-amine